C1(CC1)S(=O)(=O)C1=C2C=CNC2=C(C(=C1OC=1C=CC(=C(C1)C=1NC=C(N1)[C@]1(CCOC2=C(C=CC=C12)CCC(=O)O)C)F)F)F 3-[(4S)-4-[2-[5-[(4-cyclopropylsulfonyl-6,7-difluoro-1H-indol-5-yl)oxy]-2-fluoro-phenyl]-1H-imidazol-4-yl]-4-methyl-chroman-8-yl]propanoic acid